C(C1=CC=CC=C1)(=O)N1C(CN(CC1)C(=O)C1=NN2C(N=CC=C2C2=CC(=C(C=C2)OC)OC)=C1)(C)C (4-benzoyl-3,3-dimethylpiperazin-1-yl)(7-(3,4-dimethoxyphenyl)pyrazolo[1,5-a]pyrimidin-2-yl)methanone